(S)-1'-(3-(1-(2-(trifluoromethoxy)phenyl)vinyl)-1H-pyrazolo[3,4-b]pyrazin-6-yl)-1,3-dihydro-spiro[inden-2,4'-piperidin]-1-amine FC(OC1=C(C=CC=C1)C(=C)C1=NNC2=NC(=CN=C21)N2CCC1(CC2)[C@@H](C2=CC=CC=C2C1)N)(F)F